(2R,3R,4R)-5-(6-amino-9H-purin-9-yl)-4-fluoro-2-(hydroxymethyl)oxolane NC1=C2N=CN(C2=NC=N1)C1[C@@H](C[C@@H](O1)CO)F